(-)-N-(5-(cyclopropanesulfonylimino)-4-methylthiazol-2-yl)-2-(2',5'-difluoro-[1,1'-biphenyl]-4-yl)-N-methylacetamide C1(CC1)S(=O)(=O)N=C1C(=NC(S1)N(C(CC1=CC=C(C=C1)C1=C(C=CC(=C1)F)F)=O)C)C